N1=C(N=CC2=C1NC=C2)N2CCN(CC2)C(CCCC2=NNC(C1=CC=CC=C21)=O)=O 4-(4-(4-(7H-pyrrolo[2,3-d]pyrimidin-2-yl)piperazin-1-yl)-4-oxobutyl)phthalazin-1(2H)-one